1-(3-bromo-4-chlorophenyl)naphthalene BrC=1C=C(C=CC1Cl)C1=CC=CC2=CC=CC=C12